BrC1=C(C=NN1C)OC[C@H]1CN(C[C@@H]1OC)C(=O)OC(C)(C)C (3R,4R)-tert-butyl 3-(((5-bromo-1-methyl-1H-pyrazol-4-yl)oxy)methyl)-4-methoxypyrrolidine-1-carboxylate